[Cl-].C(CCCCCCCCC)[NH+](CC1=CC=C(C=C1)C=C)C decyl-methyl-(4-vinylbenzyl)ammonium chloride